ethyl 3-iodo-1-tetrahydropyran-2-yl-indazole-5-carboxylate IC1=NN(C2=CC=C(C=C12)C(=O)OCC)C1OCCCC1